BrC1=C(C=CC2=C1C(=N[C@H](C=1N2C(=NN1)C1=NC=NC=C1)C)C1=C(C=CC=C1F)F)Cl (4S)-7-bromo-8-chloro-6-(2,6-difluorophenyl)-4-methyl-1-pyrimidin-4-yl-4H-[1,2,4]Triazolo[4,3-a][1,4]Benzodiazepine